(S)-5-(1-fluoro-3-hydroxy-8-(isopentylamino)-6,7,8,9-tetrahydro-5H-benzo[7]annulen-2-yl)-1,2,5-thiadiazolidin-3-one 1,1-dioxide FC1=C(C(=CC2=C1C[C@H](CCC2)NCCC(C)C)O)N2CC(NS2(=O)=O)=O